C1(CC1)CN[C@@H]1C[C@@H](CC1)N(C1=C2CN(C(C2=CC=C1)=O)C1C(NC(CC1)=O)=O)CCCC1CCOCC1 3-(4-(((1R,3S)-3-((cyclopropylmethyl)amino)cyclopentyl)(3-(tetrahydro-2H-pyran-4-yl)propyl)amino)-1-oxoisoindolin-2-yl)piperidine-2,6-dione